COC(COC)C1=CC=CC=C1 (1,2-dimethoxyethyl)benzene